[2-[5-(aminomethyl)pyrimidin-2-yl]-5-fluorophenyl]-(2-methyl-5-morpholin-4-ylpyrazol-3-yl)methanone NCC=1C=NC(=NC1)C1=C(C=C(C=C1)F)C(=O)C=1N(N=C(C1)N1CCOCC1)C